glycerol 1,2-dioleate C(CCCCCCC\C=C/CCCCCCCC)(=O)OCC(OC(CCCCCCC\C=C/CCCCCCCC)=O)CO